(1S,3R)-1-(4-bromo-2,6-difluorophenyl)-3-methyl-5-nitro-2-(2,2,2-trifluoroethyl)-1,2,3,4-tetrahydroisoquinolin-6-amine BrC1=CC(=C(C(=C1)F)[C@H]1N([C@@H](CC2=C(C(=CC=C12)N)[N+](=O)[O-])C)CC(F)(F)F)F